5'-chloro-N-[(2,4-dimethoxyphenyl)methyl]-7'-oxo-7',8'-dihydro-6'H-spiro[cyclohexane-1,9'-furo[2,3-f]quinazoline]-2'-carboxamide ClC=1C=C2C(=C3C4(NC(NC13)=O)CCCCC4)OC(=C2)C(=O)NCC2=C(C=C(C=C2)OC)OC